2-Ethyl 2-(4-amino-3-carbamoyl-pyrazol-1-yl)acetate NC=1C(=NN(C1)CC(=O)OCC)C(N)=O